ethyl 5-((2-chloro-5-nitropyrimidin-4-yl)(2,2,2-trifluoroethyl)amino)-2-methylthiazole-4-carboxylate ClC1=NC=C(C(=N1)N(C1=C(N=C(S1)C)C(=O)OCC)CC(F)(F)F)[N+](=O)[O-]